FC(C(=O)O)C.C=CC propylene fluoropropionate